COCC1(OC2=CC=CC=C2C(C1)NC(=O)[C@H]1[C@@H](C1)[C@H](N1C(NC(CC1=O)(C)C)=[NH2+])C=1C=NC=CC1)C [1-[(S)-[(1R,2R)-2-[[2-(methoxymethyl)-2-methyl-chroman-4-yl]carbamoyl]cyclopropyl]-(3-pyridyl)methyl]-4,4-dimethyl-6-oxo-hexahydropyrimidin-2-ylidene]ammonium